[2,3,4-13C3]butanesulfonic acid C([13CH2][13CH2][13CH3])S(=O)(=O)O